5-((trisisopropylsilyl)ethyl)picolinic acid C(C)(C)[Si](C(C)C)(C(C)C)CCC=1C=CC(=NC1)C(=O)O